7-(Cyclopropylmethyl)-3,4-dihydroquinolin-2(1H)-one C1(CC1)CC1=CC=C2CCC(NC2=C1)=O